C(C)N(C(OC(C)(C)C)=O)C1CCC(CC1)C=1SC(=NN1)C=1C=NC(=CC1NC)C1=CC=C2N1N=CC(=C2)C#N Tert-butyl N-ethyl-N-[(1r,4r)-4-[5-(6-{3-cyanopyrrolo[1,2-b]pyridazin-7-yl}-4-(methylamino)pyridin-3-yl)-1,3,4-thiadiazol-2-yl]cyclohexyl]carbamate